tert-Butyl (3-(1-ethyl-3-(trifluoromethyl)-1H-pyrazol-4-yl)-2-fluoropyridin-4-yl)carbamate C(C)N1N=C(C(=C1)C=1C(=NC=CC1NC(OC(C)(C)C)=O)F)C(F)(F)F